BrC(C(Br)(F)F)(Cl)F 1,2-dibromo-1-chlorotrifluoroethane